FC=1C=C(CNC=2NC(=C(N2)C=2C=C3C(=NC2)N(N=C3)C3OCCCC3)C3=NC(=CC=C3)C)C=CC1 N-(3-fluorobenzyl)-5-(6-methylpyridin-2-yl)-4-(1-(tetrahydro-2H-pyran-2-yl)-1H-pyrazolo[3,4-b]pyridin-5-yl)-1H-imidazol-2-amine